N-(5-cyclopropyl-2-(4-hydroxy-4-methylpiperidin-1-yl)phenyl)-5-(pyridin-4-yl)furan-2-carboxamide C1(CC1)C=1C=CC(=C(C1)NC(=O)C=1OC(=CC1)C1=CC=NC=C1)N1CCC(CC1)(C)O